COC1=CC2=C(N=C(S2)CNC(=O)C2(CC3=CC=CC=C3C2)CC(=O)O)C=C1OCC(=O)N1CCN(CC1)C 2-[2-[[6-methoxy-5-[2-(4-methylpiperazin-1-yl)-2-oxo-ethoxy]-1,3-benzothiazol-2-yl]methylcarbamoyl]indan-2-yl]acetic Acid